C(C)N(CCOC=1C=CC2=C(C(C=3NC4=CC(=CC=C4C3C2=O)N(C(C2=CC(=CC=C2)C(F)(F)F)=O)C)(C)C)C1)CC N-[8-(2-Diethylamino-ethoxy)-6,6-dimethyl-11-oxo-6,11-dihydro-5H-benzo[b]carbazol-3-yl]-N-methyl-3-trifluoromethyl-benzamide